ClCCC\C=C/CCCCCC(OCCCCCCCC)OCCCCCCCC (7Z)-11-chloro-1,1-dioctyloxy-7-undecene